ClC=1N(C(C2=C(N1)C(=NC=C2)N2C=NC=C2)=O)CC(C)(C)O chloro-3-(2-hydroxy-2-methylpropyl)-8-(1H-imidazol-1-yl)pyrido[3,4-d]pyrimidin-4(3H)-one